C(C)(C)(C)OC(=O)N1C[C@@H](CCC1)OC1=NC=2N(C(=C1)NC1=CC(=CC=C1)NC(C1=CC(=CC=C1)NC(C=C)=O)=O)N=CC2C(C)C (R)-3-((7-((3-(3-Acrylamidobenzoylamino)phenyl)amino)-3-isopropylpyrazolo[1,5-a]pyrimidin-5-yl)oxy)piperidine-1-carboxylic acid tert-butyl ester